N-[1-cyclooctyl-2-[4-(3,5-dimethyl-1H-pyrazol-4-yl)anilino]-2-oxo-ethyl]-2-(1-methylethyl)pyrazole-3-carboxamide C1(CCCCCCC1)C(C(=O)NC1=CC=C(C=C1)C=1C(=NNC1C)C)NC(=O)C=1N(N=CC1)C(C)C